3-[2-(9H-fluoren-9-ylmethoxycarbonyl)-7-[(3S)-3-(1-piperidylmethyl)-3,4-dihydro-1H-isoquinoline-2-carbonyl]-3,4-dihydro-1H-isoquinolin-6-yl]indolizine-1-carboxylic acid C1=CC=CC=2C3=CC=CC=C3C(C12)COC(=O)N1CC2=CC(=C(C=C2CC1)C1=CC(=C2C=CC=CN12)C(=O)O)C(=O)N1CC2=CC=CC=C2C[C@H]1CN1CCCCC1